FC=1C=C2C(CC3(NC2=CC1)CCN(CC3)C(=O)NCC3=NC(=NO3)C)=O 6'-fluoro-N-((3-methyl-1,2,4-oxadiazol-5-yl)methyl)-4'-oxo-3',4'-dihydro-1'H-spiro[piperidine-4,2'-quinoline]-1-carboxamide